spiro[9H-fluorene-9,9'-[9H]xanthene]-3',6'-diol C1=CC(=CC=2OC3=CC(=CC=C3C3(C12)C1=CC=CC=C1C=1C=CC=CC13)O)O